pyrido[2,3-d]pyrimidin-6,7-diol N1=CN=CC2=C1N=C(C(=C2)O)O